ClC=1C=2N(C=C(C1)C)C=C(N2)C(=O)N2C[C@H]([C@@]1(CC2)NCC2=CC=CC=C2C1)O (8-chloro-6-methylimidazo[1,2-a]pyridin-2-yl)[(3R,3'R)-3'-hydroxy-1,4-dihydro-1'H,2H-spiro[isoquinoline-3,4'-piperidin]-1'-yl]methanone